3,7-dimethyloctyl palmitate C(CCCCCCCCCCCCCCC)(=O)OCCC(CCCC(C)C)C